NC=1C=CC(=C(C(=O)O)C1)N(C)C 5-amino-2-(dimethylamino)benzoic acid